tert-butyl (8-((4-(4-cyano-3-fluorophenyl)-5-(2-fluoro-4-methylphenyl)thiophen-2-yl)methyl)-8-azabicyclo[3.2.1]octane-3-yl)carbamate C(#N)C1=C(C=C(C=C1)C=1C=C(SC1C1=C(C=C(C=C1)C)F)CN1C2CC(CC1CC2)NC(OC(C)(C)C)=O)F